copper 2-hydroxy-3-methyl-benzoate OC1=C(C(=O)[O-])C=CC=C1C.[Cu+2].OC1=C(C(=O)[O-])C=CC=C1C